Methylenecyclobutanecarbonitrile C=C1C(CC1)C#N